C(C)OC(CC1=C(C=C(C=C1)C#N)C=C)=O 2-(4-cyano-2-vinylphenyl)acetic acid ethyl ester